(S)-4-(2-(2-methylpyrrolidin-1-yl)-6-(trifluoromethyl)pyrimidin-4-ylamino)benzoic acid C[C@@H]1N(CCC1)C1=NC(=CC(=N1)NC1=CC=C(C(=O)O)C=C1)C(F)(F)F